FC1=C(C(=C(C=C1)[C@H]1[C@H](O[C@](C1)(C(F)(F)F)C)C(=O)OCC)OC)C |r| ethyl rac-(2S,3S,5R)-3-(4-fluoro-2-methoxy-3-methylphenyl)-5-methyl-5-(trifluoromethyl)tetrahydrofuran-2-carboxylate